3-hydroxy-4-phenylbutan-1-one OC(CC=O)CC1=CC=CC=C1